C(=C)C1=CC=C(COCCCCCC)C=C1 (4-vinylbenzyl)oxy[hexane]